CN(C(=O)CN1C[C@@H](CCC1)F)C (3R,4S)-1-[(dimethylcarbamoyl)methyl]-3-fluoropiperidin